5-(3,3-difluoropyrrolidin-1-yl)pentanamide FC1(CN(CC1)CCCCC(=O)N)F